1-(5-(6-chloro-7-fluoro-3-(1H-imidazol-1-yl)-5-methoxy-1-methyl-1H-indol-2-yl)-1H-1,2,4-triazol-3-yl)-N,N-dimethylethan-1-amine ClC1=C(C=C2C(=C(N(C2=C1F)C)C1=NC(=NN1)C(C)N(C)C)N1C=NC=C1)OC